32-methyltritriacontyl docos-13-enoate C(CCCCCCCCCCCC=CCCCCCCCC)(=O)OCCCCCCCCCCCCCCCCCCCCCCCCCCCCCCCC(C)C